CC1=CC=C(C=C1)C(=C)C1=CC(=CC=C1)C(=C)C1=CC=C(C=C1)C 1,3-bis[1-(p-methylphenyl)vinyl]benzene